3'-O-(2-aminoethyl-carbamoyl)guanosine-5'-triphosphate P(O)(=O)(OP(=O)(O)OP(=O)(O)O)OC[C@@H]1[C@H]([C@H]([C@@H](O1)N1C=NC=2C(=O)NC(N)=NC12)O)OC(NCCN)=O